1-[11-Fmoc-amino-3,6,9-trioxaundecyloxy]-4-dimethoxymethyl-benzene C(=O)(OCC1C2=CC=CC=C2C2=CC=CC=C12)C(COCCOCCOCCOC1=CC=C(C=C1)C(OC)OC)N